C(C1=CC=CC=C1)NC(CC1=C(C=CC=C1)[N+](=O)[O-])=O N-benzyl-2-(2-nitrophenyl)acetamide